C(C)(=O)O[C@@H]1CC2=CC[C@H]3[C@@H]4CCC([C@@]4(C)CC[C@@H]3[C@]2(CC1)C)=O (3β)-3-(acetyloxy)androst-5-en-17-one